N-((3-chlorophenyl)((S)-tetrahydrofuran-3-yl)methyl)-4-(5-methyl-2-((1-methyl-1H-pyrazol-5-yl)amino)pyrimidin-4-yl)oxazole-2-carboxamide ClC=1C=C(C=CC1)C(NC(=O)C=1OC=C(N1)C1=NC(=NC=C1C)NC1=CC=NN1C)[C@H]1COCC1